N-(methylsulfonyl)-4-(4-(trifluoromethyl)phenyl)-4,5,6,7-tetrahydropyrazolo[1,5-a]pyrimidine-6-carboxamide CS(=O)(=O)NC(=O)C1CN(C=2N(C1)N=CC2)C2=CC=C(C=C2)C(F)(F)F